N1C2=C(O[C@H](C1)[C@@H](C1=CC=CC=C1)NC[C@@H](C)C=1C=CC(=C(C1)CC(=O)O)F)N=CC=C2 |o1:15| 2-(5-((S or R)-1-(((R)-((R)-2,3-dihydro-1H-pyrido[2,3-b][1,4]oxazin-3-yl)(phenyl)methyl)amino)propan-2-yl)-2-fluorophenyl)acetic acid